2-(1-cyclopropyl-4-fluoro-1H-indol-6-yl)-7-(fluoromethoxy)-4-(4-fluoropiperidine-1-carbonyl)-1,2-dihydroisoquinolin-1-one C1(CC1)N1C=CC2=C(C=C(C=C12)N1C(C2=CC(=CC=C2C(=C1)C(=O)N1CCC(CC1)F)OCF)=O)F